FC1=C(C=CC=C1)NC(C1=CC=C(C=C1)/C(/NO)=N/[H])=O N-(2-fluorophenyl)-4-[(Z)-N-hydroxycarbamimidoyl]benzamide